N-(4-(1,1-dioxido-7-phenyl-1,4-thiazepan-4-yl)-2,6-dimethylphenyl)-3,3-dimethylbutanamide O=S1(CCN(CCC1C1=CC=CC=C1)C1=CC(=C(C(=C1)C)NC(CC(C)(C)C)=O)C)=O